ClC=1C=C(C=C(C1C1=C(C(=C(C2=CC=C(C=C12)N)O)\N=N\[H])S(=O)(=O)O)Cl)C1=CC(=C(C(=C1)Cl)C1=C(C(=C(C2=CC=C(C=C12)N)O)\N=N\[H])S(=O)(=O)O)Cl 1,1'-(3,5,3',5'-tetrachloro[1,1'-biphenyl]-4,4'-diyl)bis{7-amino-4-hydroxy-3-[(E)-diazenyl]naphthalene-2-sulfonic acid}